2-(2',6'-dimethyl-5-(methylamino)-[1,1'-biphenyl]-3-yl)-5-methyl-4-((3-(methylcarbamoyl)phenyl)carbamoyl)-1H-imidazole 3-oxide CC1=C(C(=CC=C1)C)C1=CC(=CC(=C1)NC)C=1NC(=C([N+]1[O-])C(NC1=CC(=CC=C1)C(NC)=O)=O)C